O=S1(CC(C=C1)NC(=O)C=1C(NC2=CC(=CC=C2C1)CCC)=O)=O N-(1,1-dioxo-2,3-dihydrothiophen-3-yl)-2-oxo-7-propyl-1,2-dihydroquinoline-3-carboxamide